2-(1-Methylpiperidin-4-yl)-N-(2,3,4,9-tetrahydro-1H-carbazol-1-yl)acetamide CN1CCC(CC1)CC(=O)NC1CCCC=2C3=CC=CC=C3NC12